BrC1=C(C=C(C=C1[N+](=O)[O-])CN(C(=O)C=1C=NC(=NC1)C)C=1C(=NC=CC1)S(=O)(=O)C)F N-[(4-bromo-3-fluoro-5-nitrophenyl)methyl]-N-(2-methanesulfonylpyridin-3-yl)-2-methylpyrimidine-5-carboxamide